ClC1=CC=C(C=C1)NC(C(=O)C1=CC=C(OC=2C(=NC=CC2)C(=O)NC)C=C1)=O (4-(2-((4-chlorophenyl)amino)-2-oxoacetyl)phenoxy)-N-methylpyridinecarboxamide